C(C1=CC=CC=C1)N(C(=O)C=1N=C2N(C=C(C=C2)C2=NOC(=N2)C(F)(F)F)C1)C N-benzyl-N-methyl-6-(5-(trifluoromethyl)-1,2,4-oxadiazol-3-yl)imidazo[1,2-a]pyridine-2-carboxamide